C(C)N1C(NC2=CC(=CC=C2C1=O)OC1CCN(CC1)C=1C=CC(=NC1)C(=O)NC)=O 5-(4-((3-ethyl-2,4-dioxo-1,2,3,4-tetrahydroquinazolin-7-yl)oxy)piperidin-1-yl)-N-methylpicolinamide